OC1=C(C=CC(=C1)C(F)(F)F)C1=C(N=C(N=N1)N1C[C@H]2NC(OC[C@@H]2CC1)=O)C (4aR,8aS)-7-(6-(2-hydroxy-4-(trifluoromethyl)phenyl)-5-methyl-1,2,4-triazin-3-yl)octahydro-2H-pyrido[3,4-d][1,3]oxazin-2-one